(20S)-3-oxo-pregna-4-ene-20-carboxylic acid O=C1C=C2CC[C@H]3[C@@H]4CC[C@H]([C@H](C)C(=O)O)[C@]4(CC[C@@H]3[C@]2(CC1)C)C